(S)-4-(8-chloro-2,3-dimethylquinoxalin-6-yl)-2-(1-methyl-1H-pyrazol-4-yl)morpholine ClC=1C=C(C=C2N=C(C(=NC12)C)C)N1C[C@@H](OCC1)C=1C=NN(C1)C